bromo-ethane BrCC